(3R)-3-{[2-(5-Fluoropyridin-3-yl)[1,2,4]triazolo[1,5-c]quinazolin-5-yl]amino}azepin-2-one FC=1C=C(C=NC1)C1=NN2C(=NC=3C=CC=CC3C2=N1)NC=1C(N=CC=CC1)=O